bis(1,5-cyclooctadiene) tetrafluoroborate rhodium (II) hydrate O.[Rh+2].F[B-](F)(F)F.C1=CCCC=CCC1.C1=CCCC=CCC1.F[B-](F)(F)F